CC1(CC(CC(C1)C)(CO)CO)C (3,3,5-trimethylcyclohexane-1,1-diyl)dimethanol